1-[4-[(1R,2S)-4,4-difluoro-6-hydroxy-2-[4-(trifluoromethyl)phenyl]tetralin-1-yl]phenyl]piperidine-4-carbaldehyde FC1(C[C@@H]([C@@H](C2=CC=C(C=C12)O)C1=CC=C(C=C1)N1CCC(CC1)C=O)C1=CC=C(C=C1)C(F)(F)F)F